tert-butyl 4-[[[6-bromo-3-[N'-[4-[tert-butyl(dimethyl)silyl]oxy-2-ethyl-phenyl]carbamimidoyl]pyrrolo[1,2-b]pyridazin-4-yl]amino]methyl]piperidine-1-carboxylate BrC=1C=C2N(N=CC(=C2NCC2CCN(CC2)C(=O)OC(C)(C)C)C(N)=NC2=C(C=C(C=C2)O[Si](C)(C)C(C)(C)C)CC)C1